4-(1H-benzo[d]imidazol-1-yl)-5-chloro-N-(3-chloro-4-(4-(4-methylpiperazin-1-yl)piperidin-1-yl)phenyl)pyrimidin-2-amine N1(C=NC2=C1C=CC=C2)C2=NC(=NC=C2Cl)NC2=CC(=C(C=C2)N2CCC(CC2)N2CCN(CC2)C)Cl